3-((4-((4-(1-(Tetrahydro-2H-pyran-4-yl)-1H-pyrazol-4-yl)-5-(trifluoromethyl)pyrimidin-2-yl)amino)piperidin-1-yl)sulfonyl)benzonitrile O1CCC(CC1)N1N=CC(=C1)C1=NC(=NC=C1C(F)(F)F)NC1CCN(CC1)S(=O)(=O)C=1C=C(C#N)C=CC1